diphosphorus oxygen 5-(N-(2-(4-(tert-Butoxycarbonyl)piperazin-1-yl)benzyl)-N-methylsulfamoyl)-3-methylbenzofuran-2-carboxylic acid C(C)(C)(C)OC(=O)N1CCN(CC1)C1=C(CN(S(=O)(=O)C=2C=CC3=C(C(=C(O3)C(=O)O)C)C2)C)C=CC=C1.[O].[P].[P]